ClC=1C=C(C=C(C1Cl)Cl)OB(O)O (3,4,5-trichlorophenyl)boric acid